CN1C(=NN=C1)C[C@@H](C)C1=CC(=NC(=C1)C1CCOCC1)N1C(C2=CC=CC(=C2C1)C(F)(F)F)=O (R)-2-(4-(1-(4-methyl-4H-1,2,4-triazol-3-yl)propan-2-yl)-6-(tetrahydro-2H-pyran-4-yl)pyridin-2-yl)-4-(trifluoromethyl)isoindolin-1-one